3-bromo-pyrazolo[1,5-c]pyrimidine BrC=1C=NN2C=NC=CC21